2,6-difluoro-terephthalic acid FC1=C(C(=O)O)C(=CC(=C1)C(=O)O)F